O=C1NC(CCC1C1=CC=C(C=C1)C1CCN(CC1)C1CCN(CC1)CCC=1C=C2C(N(C(C2=CC1)=O)[C@H](CS(=O)(=O)C)C1=CC(=C(C=C1)OC)OCC)=O)=O 5-(2-(4-(4-(2,6-dioxopiperidin-3-yl)phenyl)-[1,4'-bipiperidin]-1'-yl)ethyl)-2-((S)-1-(3-ethoxy-4-methoxyphenyl)-2-(methylsulfonyl)ethyl)isoindoline-1,3-dione